(1r,4r)-4-((4-chloro-2-(difluoromethoxy)phenyl)carbamoyl)-4-(2-isopropylphenyl)-1-(methyl-d3)cyclohexane-1-carboxylic acid ClC1=CC(=C(C=C1)NC(=O)C1(CCC(CC1)(C(=O)O)C([2H])([2H])[2H])C1=C(C=CC=C1)C(C)C)OC(F)F